3,3'-((3-(diethylamino)propyl)azanediyl)bis(propan-1-ol) C(C)N(CCCN(CCCO)CCCO)CC